3-[4-(4-amino-1-piperidyl)-3-(3,5-difluorophenyl)-6-quinolyl]-2-hydroxybenzonitrile dihydrochloride Cl.Cl.NC1CCN(CC1)C1=C(C=NC2=CC=C(C=C12)C=1C(=C(C#N)C=CC1)O)C1=CC(=CC(=C1)F)F